C(C=C)(=O)N1C[C@@H](N(CC1)C=1C2=C(N(C(N1)=O)C1=C(C=CC=C1S(=O)(=O)C(C)C)CC)N=C(C(=C2)F)C2=C(C=CC=C2O)F)C 4-((S)-4-Acryloyl-2-methylpiperazin-1-yl)-1-(2-ethyl-6-(isopropylsulfonyl)phenyl)-6-Fluoro-7-(2-Fluoro-6-hydroxyphenyl)pyrido[2,3-d]pyrimidin-2(1H)-one